FC1(CCC(CC1)[C@H](NC(=O)C1=NON=C1OC)C=1N=C2N(N=CC(=C2)[C@@H](COC)N2C(NCC(C(C2)(F)F)(F)F)=O)C1)F N-((S)-(4,4-Difluorocyclohexyl)(7-((S)-2-methoxy-1-(5,5,6,6-tetrafluoro-2-oxo-1,3-diazepan-1-yl)ethyl)imidazo[1,2-b]pyridazin-2-yl)methyl)-4-methoxy-1,2,5-oxadiazole-3-carboxamide